(S)-6-fluoro-7-(5-(methylsulfonyl)pyrimidin-2-yl)-3-(4-((6-oxo-5-(trifluoromethyl)-1,6-dihydropyridazin-4-yl)amino)pentyl)quinazolin-4(3H)-one FC=1C=C2C(N(C=NC2=CC1C1=NC=C(C=N1)S(=O)(=O)C)CCC[C@H](C)NC=1C=NNC(C1C(F)(F)F)=O)=O